6-[3-(5-chloro-2-methoxypyridine-3-sulfonamido)-2,6-difluorophenyl]-N-(1-methylpyrazol-4-yl)imidazo[1,5-a]pyrazine-1-carboxamide ClC=1C=C(C(=NC1)OC)S(=O)(=O)NC=1C(=C(C(=CC1)F)C=1N=CC=2N(C1)C=NC2C(=O)NC=2C=NN(C2)C)F